butyl 2-((3-(1,2,4,5-tetrazin-3-yl)benzyl)(2-fluoroethyl)-amino)acetate N1=NC(=NN=C1)C=1C=C(CN(CC(=O)OCCCC)CCF)C=CC1